2-amino-4-(3'-fluoro-[1,1'-biphenyl]-3-yl)-6-(piperidin-1-yl)pyridine-3,5-dinitrile NC1=NC(=C(C(=C1C#N)C=1C=C(C=CC1)C1=CC(=CC=C1)F)C#N)N1CCCCC1